C1=CC=C2C(=C1)C=CC=C2OP(=O)(OC3=CC=CC4=CC=CC=C43)OC5=CC=CC6=CC=CC=C65 triNaphthyl phosphate